C(C)(C)(C)OC(=O)N1CCC(CC1)C1=CC2=C(N=C(NC2=O)C=2C=C(C=3N(N2)C=C(N3)C)C)S1 4-[2-(2,8-dimethylimidazo[1,2-b]pyridazin-6-yl)-4-keto-3H-thieno[2,3-d]pyrimidin-6-yl]piperidine-1-carboxylic acid tert-butyl ester